4-chloro-8-(2,3-dichlorophenyl)-N-[(4S)-3,4-dihydro-2H-chromen-4-yl]-1,5-naphthyridine-3-carboxamide ClC1=C(C=NC2=C(C=CN=C12)C1=C(C(=CC=C1)Cl)Cl)C(=O)N[C@H]1CCOC2=CC=CC=C12